6-(7,8-dimethyl-3-(trifluoromethyl)-[1,2,4]triazolo[4,3-b]pyridazin-6-yl)-3-(1-methyl-1H-pyrazol-4-yl)-5,6,7,8-tetrahydro-1,6-naphthyridine CC1=C(C=2N(N=C1N1CC=3C=C(C=NC3CC1)C=1C=NN(C1)C)C(=NN2)C(F)(F)F)C